5'-chloro-2'-(5-phenyl-1H-imidazol-2-yl)-4-{[(1R)-1-phenylbutyl]carbamoyl}-[1,1'-biphenyl]-2-carboxylic acid ClC=1C=CC(=C(C1)C=1C(=CC(=CC1)C(N[C@H](CCC)C1=CC=CC=C1)=O)C(=O)O)C=1NC(=CN1)C1=CC=CC=C1